3,5-dibutyl-4-hydroxybenzoic acid C(CCC)C=1C=C(C(=O)O)C=C(C1O)CCCC